4-(1,3-dimethyl-2-oxo-7-(1-(piperidin-4-ylmethyl)piperidin-4-yl)-1,2-dihydroquinolin-5-yl)-1-methyl-1,2,3,4-tetrahydroquinoxaline-6-carbonitrile CN1C(C(=CC2=C(C=C(C=C12)C1CCN(CC1)CC1CCNCC1)N1CCN(C2=CC=C(C=C12)C#N)C)C)=O